CC1=CC=C(C(=O)OC2=C(C(=CC(=C2)Cl)C=NC2=CC=C(C=C2)CN(CC)CC)O)C=C1 5-chloro-3-((4-((dieth-ylamino)methyl)phenylimino)methyl)-2-hydroxyphenyl 4-meth-ylbenzoate